FC1=CC=C(C2=CN(N=C12)C)C=1C=C(C(=NC1)C=1N=NC(=CC1)O[C@H]1[C@H](C(NC(C1)(C)C)(C)C)F)O 5-(7-fluoro-2-methyl-2H-indazol-4-yl)-2-(6-{[(3S,4R)-3-fluoro-2,2,6,6-tetramethylpiperidin-4-yl]oxy}pyridazin-3-yl)pyridin-3-ol